(R)-4-(6-ethyl-2-(1-methyl-1H-pyrazol-5-yl)-8-(1H-pyrazol-5-yl)imidazo[1,5-a]pyrimidin-4-yl)-3-methylmorpholine C(C)C1=NC(=C2N1C(=CC(=N2)C2=CC=NN2C)N2[C@@H](COCC2)C)C2=CC=NN2